ClC1=NC(=NC(=C1)N1CCN(CC1)CCO)NC(C)C (S)-2-((4-chloro-6-(4-(2-hydroxyethyl)piperazin-1-yl)pyrimidin-2-yl)amino)propane